N-(3-bromo-2,4-difluorophenyl)-6-chloro-1-hydroxy-2,3-dihydro-1H-indene-4-sulfonamide BrC=1C(=C(C=CC1F)NS(=O)(=O)C=1C=2CCC(C2C=C(C1)Cl)O)F